[Cl-].C(C)[N+]1=CC(C2=CC(=CC=C12)S(=O)(=O)C)(C)C 1-ethyl-3,3-dimethyl-5-(methylsulfonyl)-3H-indol-1-ium chloride